CNCC=CCNC 1,4-bis(methylamino)-2-butene